(3S,4S)-1-(4-((3S*,4S*)-3-hydroxy-4-(tetradecylcarbamoyl)pyrrolidine-1-carbonyl)benzoyl)-N3,N4-bis((1S,2R)-2-phenylcyclopropyl)pyrrolidine-3,4-dicarboxamide O[C@@H]1CN(C[C@@H]1C(NCCCCCCCCCCCCCC)=O)C(=O)C1=CC=C(C(=O)N2C[C@H]([C@@H](C2)C(=O)N[C@@H]2[C@H](C2)C2=CC=CC=C2)C(=O)N[C@@H]2[C@H](C2)C2=CC=CC=C2)C=C1 |o1:1,5|